N1(C=NC=C1)C=1C(=NC=CC1C=1C=NN(C1)C)C(=O)NC1CCC(CC1)OCCOC (1H-imidazol-1-yl)-N-((1r,4r)-4-(2-methoxyethoxy)cyclohexyl)-4-(1-methyl-1H-pyrazol-4-yl)pyridinecarboxamide